C[C@]12C[C@H](N([C@@H]2C1)C(=O)OC(C)(C)C)C(NC1=NC(=CC=C1C)C(F)(F)F)=O tert-butyl (1R,3S,5R)-5-methyl-3-{[3-methyl-6-(trifluoromethyl)pyridin-2-yl]carbamoyl}-2-azabicyclo[3.1.0]hexane-2-carboxylate